2,3,4,5-tetramethylpyrrole CC=1NC(=C(C1C)C)C